(R)-N-(6,6a,7,8,9,10-hexahydro-5H-pyrazino[1,2-a][1,8]naphthyridin-4-yl)-2-phenylacetamide N1=CC=C(C=2CC[C@H]3N(C12)CCNC3)NC(CC3=CC=CC=C3)=O